5-Bromo-N4-(2-cyclopropyl-5-(methoxymethyl)quinolin-6-yl)-N2-(2-methoxy-5-methyl-4-(4-(4-Methylpiperazin-1-yl)piperidin-1-yl)phenyl)pyrimidine-2,4-diamine BrC=1C(=NC(=NC1)NC1=C(C=C(C(=C1)C)N1CCC(CC1)N1CCN(CC1)C)OC)NC=1C(=C2C=CC(=NC2=CC1)C1CC1)COC